FC=1C=C(C=CC1C(NCCOC)=O)CC=1C=C(C2=C(CCO2)C1C)C(=O)N[C@H]1CCOC[C@@H]1O 1,5-anhydro-2,3-dideoxy-3-{[5-({3-fluoro-4-[(2-methoxyethyl)carbamoyl]-phenyl}methyl)-4-methyl-2,3-dihydro-1-benzofuran-7-carbonyl]amino}-L-threo-pentitol